BrC1=CC2=C(N=C(N=C2)NC2CCC(CC2)N(C)C)N2C1=NC=C2 N1-(6-bromoimidazo[1',2':1,6]pyrido[2,3-d]pyrimidin-2-yl)-N4,N4-dimethylcyclohexane-1,4-diamine